3-(1-oxo-5-(((R)-pyrrolidin-2-yl)methoxy)isoindolin-2-yl)piperidine-2,6-dione O=C1N(CC2=CC(=CC=C12)OC[C@@H]1NCCC1)C1C(NC(CC1)=O)=O